CCC(CC(=O)[O-])=O.CCC(CC(=O)[O-])=O.CCC(CC(=O)[O-])=O.C(C(C)C)O[Ti+3] isobutoxytitanium tris(methyl acetoacetate)